3-fluoropyrrolidine-1-sulfonamide trifluoroacetate salt FC(C(=O)O)(F)F.FC1CN(CC1)S(=O)(=O)N